CC1=CC(=NO1)NS(=O)(=O)C1=CC=CC=C1 N-(5-methyl-3-isoxazolyl)-benzenesulfonamide